1-(9Z-heptadecenoyl)-2-(11Z-docosenoyl)-glycero-3-phospho-(1'-sn-glycerol) CCCCCCCCCC/C=C\CCCCCCCCCC(=O)O[C@H](COC(=O)CCCCCCC/C=C\CCCCCCC)COP(=O)(O)OC[C@H](CO)O